ClC1=CC2=C(C(=CS2)S(=O)(=O)NC2=NC(=C(C=C2F)CC#N)OC)C=C1 6-chloro-N-[5-(cyanomethyl)-3-fluoro-6-methoxypyridin-2-yl]-1-benzothiophene-3-sulfonylamine